C[Si](SCCC[Si](C)(C)C)(C)C trimethylsilyl-thiopropyl-trimethylsilane